2-(1-(4-methoxyphenylmethyl)-4-methyl-1H-pyrazol-3-yl)quinoxaline COC1=CC=C(C=C1)CN1N=C(C(=C1)C)C1=NC2=CC=CC=C2N=C1